5-(methylsulfamoyl)-1,3-dihydro-2H-isoindole-1,2-dicarboxamide CNS(=O)(=O)C=1C=C2CN(C(C2=CC1)C(=O)N)C(=O)N